4-((5-chloro-4-(1-isopropyl-1H-pyrazol-4-yl)pyrimidin-2-yl)amino)-N-(2-hydroxyethyl)-3-methoxy-N-methylbenzamide ClC=1C(=NC(=NC1)NC1=C(C=C(C(=O)N(C)CCO)C=C1)OC)C=1C=NN(C1)C(C)C